CC1(NC(CC(C1)OC(C(=C)C)=O)(C)C)C methacrylic acid-2,2,6,6-tetramethyl-4-piperidyl ester